1-(4-chlorophenyl)ethane-1,2-diol ClC1=CC=C(C=C1)C(CO)O